4-bromo-2,6-difluoro-3-nitrobenzoic acid methyl ester COC(C1=C(C(=C(C=C1F)Br)[N+](=O)[O-])F)=O